1,3-bis(4-(methoxymethyl)phenoxy)benzene COCC1=CC=C(OC2=CC(=CC=C2)OC2=CC=C(C=C2)COC)C=C1